1-(3-(3,5-Difluoro-4-((6S,7S)-7-Isobutyl-8-methyl-6,7,8,9-tetrahydro-3H-pyrazolo[3,4-h]isochinolin-6-yl)phenoxy)azetidin-1-yl)butan FC=1C=C(OC2CN(C2)CCCC)C=C(C1[C@H]1[C@@H](N(CC=2C3=C(C=CC12)NN=C3)C)CC(C)C)F